(S)-tert-butyl-sulfinamide (2-trimethylsilyloxyethyl)-2-methyl-2-methyltelluro-propionate C[Si](OCCOC(C(C)([Te]C)C)=O)(C)C.C(C)(C)(C)[S@](=O)N